7-Hydroxy-4-methyl-2-oxo-2H-chromene-8-carbaldehyde OC1=CC=C2C(=CC(OC2=C1C=O)=O)C